C(C1=CC=CC=C1)(=O)NC1=NC(N(C=C1)[C@@H]1CC[C@H](CC1)CN([C@@H]1CC[C@H](CC1)NC(OC(C)(C)C)=O)C)=O tert-butyl (trans-4-(((trans-4-(4-benzamido-2-oxopyrimidin-1(2H)-yl)cyclohexyl)methyl)(methyl)amino)cyclohexyl)carbamate